COCCN=C=S 2-methoxyethyl isothiocyanate